ClC1=NN2C(N=CC3=C2[C@@](CN3C(=O)NC=3C=NC(=C(C3)Cl)CO)(C(F)(F)F)C)=C1 (R)-2-chloro-N-(5-chloro-6-(hydroxymethyl)pyridin-3-yl)-8-methyl-8-(trifluoromethyl)-7,8-dihydro-6H-pyrazolo[1,5-a]pyrrolo[2,3-e]pyrimidine-6-carboxamide